5-((6-Bromo-3-ethyl-3H-imidazo[4,5-c]pyridin-4-yl)amino)-N,2-dimethylbenzamide BrC1=CC2=C(C(=N1)NC=1C=CC(=C(C(=O)NC)C1)C)N(C=N2)CC